N5-[3-chloro-2-(2-methyl-1-piperidyl)phenyl]-N2,N2-dimethyl-thiophene-2,5-disulfonamide ClC=1C(=C(C=CC1)NS(=O)(=O)C1=CC=C(S1)S(=O)(=O)N(C)C)N1C(CCCC1)C